N1(C=CC=C1)NC1=C2N=CN(C2=NC(=N1)I)[C@H]1[C@@H]([C@@H]([C@@]2(C[C@H]12)CO)O)O (1R,2R,3S,4R,5S)-4-(6-((1H-pyrrol-1-yl)amino)-2-iodo-9H-purin-9-yl)-1-(hydroxymethyl)bicyclo[3.1.0]hexane-2,3-diol